NCCC[Si](OC)(OC)C (l)-3-aminopropylmethyldimethoxysilane